C1(=CC=CC=C1)O.[Na] Natrium phenol